CC(CC=1C=C(C(=CC1)OCC1OC1)CC1OC1)C=1C=C(C(=CC1)OCC1OC1)CC1OC1 2,2'-[(1-methylethylene)bis[[6-(2-oxiranylmethoxy)-3,1-phenylene]methylene]]bis-oxirane